((6-methoxypyridin-3-yl)methyl)-1-oxo-N-phenyl-1,2-dihydro-phthalazine-6-sulfonamide COC1=CC=C(C=N1)CN1C(C2=CC=C(C=C2C=N1)S(=O)(=O)NC1=CC=CC=C1)=O